Bis(2-hydroxyethyl)-2-amino-ethanesulfonic acid OCCC(CN)(S(=O)(=O)O)CCO